CSC1=NC=CC(=C1)N 2-(Methylthio)pyridin-4-amine